C(C)(C)(C)C1=C(C(=C(C(=C1OC)Cl)N(C(=O)OC1C(CCC1)C=1C=NN(C1)COCC[Si](C)(C)C)C(N(C)C1=NC=NC(=C1)Cl)=O)Cl)OC 2-(1-((2-(trimethylsilyl)ethoxy)methyl)-1H-pyrazol-4-yl)cyclopentane-1-ol tert-butyl-(6-chloropyrimidin-4-yl)(methyl)carbamoyl-(2,6-dichloro-3,5-dimethoxyphenyl)carbamate